triazapyridine N1=NN=NC=C1